CC1=NC(=CC(=C1)C=1NC2=CC(=CC=C2C1C)C=1C=CC(=NC1)N1CCN(CC1)C(=O)OC(C)(C)C)C tert-butyl 4-(5-(2-(2,6-dimethylpyridin-4-yl)-3-methyl-1H-indol-6-yl)pyridin-2-yl)piperazine-1-carboxylate